C(C(C)C)OC(=O)[C@H]1[C@@H](CCCC1)C(=O)OCC(C)C trans-1,2-cyclohexanedicarboxylic acid diisobutyl ester